(1S,4S)-5-[5-(3-iodo-7-methyl-1H-indazol-1-yl)pyridin-2-yl]-2,5-diazabicyclo[2.2.1]heptane-2-carboxylic acid tert-butyl ester C(C)(C)(C)OC(=O)N1[C@@H]2CN([C@H](C1)C2)C2=NC=C(C=C2)N2N=C(C1=CC=CC(=C21)C)I